NC1=CC(=C(C=N1)N1C[C@H](N(CC1)C(=O)C1=NC=C(C(=C1)OC)OC1=CC=CC=C1)CO)OC [(S)-4-(6-Amino-4-methoxy-pyridin-3-yl)-2-hydroxymethyl-piperazin-1-yl]-(4-methoxy-5-phenoxy-pyridin-2-yl)-methanone